N-((1s,4s)-4-((5-(1-(2,2-difluoroethyl)-2-methyl-1H-imidazo[4,5-b]pyridin-6-yl)-4-methoxy-7H-pyrrolo[2,3-d]pyrimidin-2-yl)amino)cyclohexyl)acetamide FC(CN1C(=NC2=NC=C(C=C21)C2=CNC=1N=C(N=C(C12)OC)NC1CCC(CC1)NC(C)=O)C)F